C(C(C(=O)O)OP(=O)(O)O)O The molecule is a monophosphoglyceric acid having the phospho group at the 2-position. It is a monophosphoglyceric acid and a tetronic acid derivative. It derives from a glyceric acid. It is a conjugate acid of a 2-phosphoglycerate(3-).